3-((4-(3-amino-1H-indazol-5-yl)pyridin-2-yl)amino)propan-1-ol NC1=NNC2=CC=C(C=C12)C1=CC(=NC=C1)NCCCO